FC1=C(C(=CC=C1)C)N1CCC(CC1)N1C(N(C=2C(C1)=CN(N2)CC2(COC2)O)CC2=C(C=CC=C2)C(F)(F)F)=O 5-[1-(2-fluoro-6-methyl-phenyl)-piperidin-4-yl]-2-(3-hydroxy-oxetan-3-ylmethyl)-7-(2-trifluoromethyl-benzyl)-2,4,5,7-tetrahydro-pyrazolo[3,4-d]pyrimidin-6-one